N,N'-((10-(2-morpholinoacetyl)-10H-benzo[b]pyrido[2,3-e][1,4]oxazine-3,7-diyl)-bis-(2-(trifluoromethyl)-4,1-phenylene))dimethanesulfonamide O1CCN(CC1)CC(=O)N1C2=C(OC3=C1N=CC(=C3)C3=CC(=C(C=C3)NS(=O)(=O)C)C(F)(F)F)C=C(C=C2)C2=CC(=C(C=C2)NS(=O)(=O)C)C(F)(F)F